6-(6-chloro-2,5-dimethyl-pyrimidin-4-yl)-N-(2,3-difluorophenyl)-7,8-dihydro-5H-1,6-naphthyridin-3-amine ClC1=C(C(=NC(=N1)C)N1CC=2C=C(C=NC2CC1)NC1=C(C(=CC=C1)F)F)C